(E)-1-methylamino-3-chloro-propylene CN\C=C\CCl